N1C[C@H](OCC1)C1=CC=C(C=C1)NC(=O)NC=1C=C(C=CC1)C |r| (RS)-1-(4-(Morpholin-2-yl)phenyl)-3-m-tolylurea